3-trihydroxysilylpropyl-dimethyloctadecyl-ammonium chloride [Cl-].O[Si](CCC[N+](CCCCCCCCCCCCCCCCCC)(C)C)(O)O